1-butyl-imidazole dimethyl-phosphate 2-amino-5-(2-chlorophenyl)-4-oxo-4,5-dihydrofuran-3-yl-5-d-phenylmethanesulfonate NC=1OC(C(C1C(S(=O)(=O)O)C1=CC=CC=C1)=O)([2H])C1=C(C=CC=C1)Cl.COP(=O)(OC)O.C(CCC)N1C=NC=C1